3-(1H-indol-5-yl)-1-[(4-methylphenyl)dioxy-λ6-sulfanyl]-5-[4-(4-methylpiperazin-1-yl)phenyl]pyrrolo[2,3-b]pyridine N1C=CC2=CC(=CC=C12)C1=CN(C2=NC=C(C=C21)C2=CC=C(C=C2)N2CCN(CC2)C)[SH4]OOC2=CC=C(C=C2)C